CC1(CN(CCN1C(=O)C1CCC(CC1)O)[C@H](C(=O)NC1=NC=C(C=C1)OC1=CC=C(C=C1)F)C)C (2S)-2-{3,3-dimethyl-4-[(1r,4r)-4-hydroxycyclohexanecarbonyl]piperazin-1-yl}-N-[5-(4-fluorophenoxy)pyridin-2-yl]propanamide